C(C)C1=NC=C2N1CCN=C2 3-ethyl-5,6-dihydroimidazo[1,5-a]pyrazin